methyl N-Boc-tyrosinate C(=O)(OC(C)(C)C)N[C@@H](CC1=CC=C(C=C1)O)C(=O)OC